CC1=CNC2=C(C=CC(=C12)C=1CNCCC1)C(=O)N 3-methyl-4-(1,2,5,6-tetrahydropyridin-3-yl)-1H-indole-7-carboxamide